3-(4-(7-fluoroquinolin-4-yl)piperazine-1-carbonyl)piperidine FC1=CC=C2C(=CC=NC2=C1)N1CCN(CC1)C(=O)C1CNCCC1